bis[N-(carboxymethyl)glycine] Sodium Salt [Na+].C(=O)([O-])CNCC(=O)[O-].C(=O)([O-])CNCC(=O)[O-].[Na+].[Na+].[Na+]